NC1=NC(=NN1S(=O)(=O)C1=C2C=CC(=NC2=CC=C1)Cl)NC1=C(C=C(C#N)C=C1)Cl 4-[[5-amino-1-[(2-chloro-5-quinolyl)sulfonyl]-1,2,4-triazol-3-yl]amino]-3-chloro-benzonitrile